5-oxo-5-((6-thioureidohexyl)amino)pentanoic acid O=C(CCCC(=O)O)NCCCCCCNC(=S)N